N-(1-(4-(3-(Trifluoromethoxy)benzyl)piperazine-1-carbonyl)-1H-pyrazol-3-yl)acetamide FC(OC=1C=C(CN2CCN(CC2)C(=O)N2N=C(C=C2)NC(C)=O)C=CC1)(F)F